C(N)(=O)C=1C=C(CC2=CC=C(C=C2)NC(OC(C)(C)C)=O)C=CC1 tert-butyl (4-(3-carbamoylbenzyl)phenyl)-carbamate